ONC(=O)C1=CC2=C(CN([C@@H](CO2)C=2C=NC=CC2)C(=O)C2CCOCC2)C=C1 (R)-N-hydroxy-3-(pyridin-3-yl)-4-(tetrahydro-2H-pyran-4-carbonyl)-2,3,4,5-tetrahydrobenzo[f][1,4]oxazepine-8-carboxamide